BrC1=C(C=C(C(=O)N2CC=3N(CC2)C(N(C3C(=O)N[C@H](C)C3=C(C=C(C=C3)C#N)F)C3=CC=C(C=C3)OC3CC3)=O)C=C1)Cl |r| 7-(4-bromo-3-chloro-benzoyl)-2-[4-(cyclopropoxy)phenyl]-3-oxo-N-[rac-(1R)-1-(4-cyano-2-fluoro-phenyl)ethyl]-6,8-dihydro-5H-imidazo[1,5-a]pyrazine-1-carboxamide